4-{6-[2-fluoro-1-(fluoromethyl)ethoxy]-2,4-dioxo-3-(4-(thiophen-2-yl)-benzyl)-3,4-dihydroquinazolin-1(2H)-yl}piperidine-1-carbaldehyde FCC(OC=1C=C2C(N(C(N(C2=CC1)C1CCN(CC1)C=O)=O)CC1=CC=C(C=C1)C=1SC=CC1)=O)CF